acrylooxyethyltrimethyl-ammonium chloride [Cl-].C(C=C)(=O)OCC[N+](C)(C)C